FC1=CC=C(C=C1)CC=1C(=NC(=CN1)C(F)(F)F)NCCN1CCCC1 3-(4-fluorophenylmethyl)-N-(2-(pyrrolidin-1-yl)ethyl)-6-(trifluoromethyl)pyrazin-2-amine